FC=1C=C(C=CC1F)C1NC(N(C1)C(=O)OC(C)(C)C)=O 1,1-dimethylethyl 4-(3,4-difluorophenyl)-2-oxo-1-imidazolidinoate